FC(CC[C@H](N)C(=O)O)(C)F (S)-5,5-difluoronorleucine